FC=1C=C(C=C(C1)C=1C=NN(C1)C=1C=NC=NC1)CN (3-Fluoro-5-(1-(pyrimidin-5-yl)-1H-pyrazol-4-yl)phenyl)methanamine